2-(methylamino)ethoxy-benzoic acid CNCCOC1=C(C(=O)O)C=CC=C1